C(CCCCCCCCCCCCCCCCCCCCCCCCCCCCC)(=O)OCCCCCCCC\C=C\CCCCCCCC elaidyl melissate